ethyl 2-(6-(2-(3-bromo-2-methylphenoxy)ethyl)-2-azaspiro[3.3]heptan-2-yl)acetate BrC=1C(=C(OCCC2CC3(CN(C3)CC(=O)OCC)C2)C=CC1)C